4,10,13-trioxo-3,6,11,14-tetraazaicosan-20-oate O=C(NCC)CNCCCC(NCC(NCCCCCC(=O)[O-])=O)=O